Cl.[N+](=O)([O-])C1=CC=C(C=C1)CCN 2-(4-nitrophenyl)ethanamine hydrochloride salt